CC1=NC(=NC(=C1)NC1=NNC(=C1)C)C=1C=CC(=NC1)N1CC2N(C(C1)C2)C(=O)OC(C)(C)C Tert-butyl 3-(5-(4-methyl-6-((5-methyl-1H-pyrazol-3-yl)-amino) pyrimidin-2-yl) pyridin-2-yl)-3,6-diazabicyclo[3.1.1]heptan-6-carboxylate